C(C1=CC=CC=C1)OC1=C(C(=O)OCC2=CC=CC=C2)C=CC(=C1)N(C(=O)[C@@H]1N(CCC1)S(=O)(=O)C1=C(C(=C(C(=C1F)F)F)F)F)CC1=CC=C(C=C1)C1=COC=C1 benzyl (R)-2-(benzyloxy)-4-(N-(4-(furan-3-yl)benzyl)-1-((pentafluorophenyl)sulfonyl)pyrrolidine-2-carboxamido)benzoate